4-[4-Bromo-7-(3,5-dimethyl-phenyl)-3-hydroxy-quinolin-2-yl]-4-oxo-butyric acid ethyl ester C(C)OC(CCC(=O)C1=NC2=CC(=CC=C2C(=C1O)Br)C1=CC(=CC(=C1)C)C)=O